O=C1NC(CCC1N1C(C2=CC=C(C=C2C1)CNC(\C=C\C1=CC=C(C=C1)C1(CC1)C(F)(F)F)=O)=O)=O (E)-N-((2-(2,6-Dioxopiperidin-3-yl)-1-oxoisoindolin-5-yl)methyl)-3-(4-(1-(trifluoromethyl)cyclopropyl)phenyl)acrylamide